3-Amino-6-cyclopropyl-4-[1-(oxan-2-yl)indazol-4-yl]-1H-1,7-phenanthrolin-2-one NC=1C(NC2=C3C=CC=NC3=C(C=C2C1C1=C2C=NN(C2=CC=C1)C1OCCCC1)C1CC1)=O